N(=[N+]=[N-])CCCCCCCCCCCC 12-azidododecan